(S)-2-(4-(4-fluoropyrazolo[1,5-a]pyridin-2-yl)-1,4,6,7-tetrahydro-5H-imidazo[4,5-c]pyridin-5-yl)-5-isopropyl-1,3,4-oxadiazole FC=1C=2N(C=CC1)N=C(C2)[C@H]2N(CCC1=C2N=CN1)C=1OC(=NN1)C(C)C